[C@@H]1(CCCC2=CC=CC=C12)N (S)-1,2,3,4-tetrahydro-1-naphthylamine